C(C)(C)(C)C1=CC=C(C=C1)OC(F)(F)F p-tert-butyltrifluoromethoxybenzene